ClC1=CC2=C([C@]3(OCC2=O)C[C@@H](NCC3)C)S1 (2S,4R)-2'-chloro-2-methyl-spiro[piperidine-4,7'-thieno[2,3-c]pyran]-4'-one